6-chloro-3-iodo-1-(benzenesulfonyl)-1H-pyrrole ClC1=CC=CC=C1S(=O)(=O)N1C=C(C=C1)I